FC1(CCN(CC1)N1C(C(=CC=C1C)NC(C1=C(C=C(C=C1)NS(=O)(=O)CCO)N1CC[Si](CC1)(C)C)=O)=O)F N-(1-(4,4-difluoropiperidin-1-yl)-6-methyl-2-oxo-1,2-dihydropyridin-3-yl)-2-(4,4-dimethyl-1,4-azasilinan-1-yl)-4-((2-hydroxyethyl)sulfonamido)benzamide